COC(CC(=O)O)CC(CC)C 3-methoxy-5-methylheptanoic acid